C(C)(C)(C)OC(=O)N1C2=C(C=C1C)SC(=C2)C(=O)OC Methyl 4-(tert-butoxycarbonyl)-5-methyl-4H-thieno[3,2-b]pyrrole-2-carboxylate